NC1=NC=C(C=2C1=CN(N2)COCC[Si](C)(C)C)NC(C(N2[C@H](CN([C@@H](C2)C)CC)C2=CC=CC=C2)=O)=O |r| N-[4-amino-2-(2-trimethylsilylethoxymethyl)pyrazolo[4,3-c]pyridin-7-yl]-2-oxo-2-[rac-(2S,5R)-4-ethyl-5-methyl-2-phenyl-piperazin-1-yl]acetamide